[4-(6-Amino-pyridazin-3-yl)-piperidin-1-yl]-[5-(4-fluoro-phenyl)-4-methoxy-pyridin-2-yl]-methanone NC1=CC=C(N=N1)C1CCN(CC1)C(=O)C1=NC=C(C(=C1)OC)C1=CC=C(C=C1)F